FC1(CN(CCC1N(C(OC(C)(C)C)=O)C)C=1C=NC(=CC1)[N+](=O)[O-])F tert-butyl (3,3-difluoro-1-(6-nitropyridin-3-yl)piperidin-4-yl)(methyl)carbamate